C1(CCCC1)C1=CC=C2C(=N1)NC=C2C2=CC=1N(C=C2)N=CC1C=1C=NN(C1)C 6-cyclopentyl-3-(3-(1-methyl-1H-pyrazol-4-yl)pyrazolo[1,5-a]pyridin-5-yl)-1H-pyrrolo[2,3-b]pyridine